FC=1C=C(C(=O)NNC(C(=O)OCC)=O)C=CC1 ethyl 2-(2-(3-fluorobenzoyl)hydrazineyl)-2-oxoacetate